benzylamine azelaic acid salt C(CCCCCCCC(=O)O)(=O)O.C(C1=CC=CC=C1)N